NCCCC1=CC(=CC=2C3=CC(=CC=C3NC12)Cl)NC1=CC(=C(C=C1)Cl)Cl 1-(3-aminopropyl)-6-chloro-N-(3,4-dichlorophenyl)-9H-carbazol-3-amine